8-(2,3-Difluorophenyl)-9-(4-((1-(3-fluoropropyl)azetidin-3-yliden)methyl)phenyl)-6,7-dihydro-5H-benzo[7]annulen FC1=C(C=CC=C1F)C=1CCCC2=C(C1C1=CC=C(C=C1)C=C1CN(C1)CCCF)C=CC=C2